C(C)(C)(C)C1=NOC(=C1)NC(=O)C1=CSC=2CN(CCC21)C(=O)C2=CN=C1N2C=CC=C1 N-(3-(Tert-butyl)isoxazol-5-yl)-6-(imidazo[1,2-a]pyridin-3-carbonyl)-4,5,6,7-tetrahydrothieno[2,3-c]pyridin-3-carboxamid